4-(5-(2,6-dimethylphenoxy)-2-(2-hydroxy-2-methylpropyl)-2H-indazol-6-yl)-N-ethyl-6-methyl-7-oxo-6,7-dihydro-1H-pyrrolo[2,3-c]pyridine-2-carboxamide CC1=C(OC2=CC3=CN(N=C3C=C2C=2C3=C(C(N(C2)C)=O)NC(=C3)C(=O)NCC)CC(C)(C)O)C(=CC=C1)C